C/C(/CC)=C\[C@H]1C(=CCCC1(C)C)C |r| (+-)-(E)-3-METHYL-4-(2,6,6-TRIMETHYL-2-CYCLOHEXEN-1-YL)-3-BUTEN